O=C1C2=CC=CC=C2C=2C=CC(=CC2C1=O)NC(C(C)(C)C)=O N-(9,10-Dioxo-9,10-dihydro-phenanthren-2-yl)-2,2-dimethylpropionamide